N1N=NC(=C1)CNC(=O)[C@H]1N2C3=C(C=CC=C3C1)CC[C@@H](C2=O)NC([C@H](C(C)C)NC(C2=CC=C(C=C2)C)=O)=O (2S,5S)-5-[(S)-3-Methyl-2-(4-methyl-benzoylamino)-butyrylamino]-4-oxo-1,2,4,5,6,7-hexahydro-azepino[3,2,1-hi]indole-2-carboxylic acid (1H-[1,2,3]triazol-4-ylmethyl)-amide